ClC1=C(C(=C(C=C1)CC1CC2(CN(C2)C(=O)OC(C)(C)C)C1)C)C#N tert-butyl 6-[(4-chloro-3-cyano-2-methyl-phenyl)methyl]-2-azaspiro[3.3]heptane-2-carboxylate